COC(C1=C(C=CC(=C1)[N+](=O)[O-])C1=NC=C(C=C1)C)=O.OC(C)(C)C1=NN=C(O1)C=1SC(=C(N1)C(=O)N1[C@H](CCC1)C)C (S)-(2-(5-(2-hydroxyprop-2-yl)-1,3,4-oxadiazol-2-yl)-5-methylthiazol-4-yl)(2-methylpyrrolidin-1-yl)methanone Methyl-2-(5-methylpyridin-2-yl)-5-nitrobenzoate